(4-(4-amino-7-methyl-7H-pyrrolo[2,3-d]pyrimidin-5-yl)-3-fluorophenyl)-2-oxo-1-phenyl-2,4,5,6-tetrahydro-1H-pyrrolo[1,2-b]pyrazole-3-carboxamide NC=1C2=C(N=CN1)N(C=C2C2=C(C=C(C=C2)C2CCN1N(C(C(=C12)C(=O)N)=O)C1=CC=CC=C1)F)C